N-cyclopropyl-2-(difluoromethoxy)-6-methoxy-4-[7-[[(3S)-1-(oxetan-3-yl)pyrrolidin-3-yl]methoxy]imidazo[1,2-a]pyridin-3-yl]benzamide C1(CC1)NC(C1=C(C=C(C=C1OC)C1=CN=C2N1C=CC(=C2)OC[C@@H]2CN(CC2)C2COC2)OC(F)F)=O